C(C)(C)(C)OC(=O)N1CCN(CC1)C(=O)C1=CNC=C1 4-(1H-pyrrole-3-carbonyl)piperazine-1-carboxylic acid tert-butyl ester